(R)-5-amino-2-((dimethylamino)methyl)-N-(1-(naphthalen-1-yl)ethyl)benzamide NC=1C=CC(=C(C(=O)N[C@H](C)C2=CC=CC3=CC=CC=C23)C1)CN(C)C